dysprosium-nickel [Ni].[Dy]